COC1=C(CNC=2C=3N(N=C(C2)SC2CNCCC2)C(=CN3)C)C=CC=C1 N-(2-methoxybenzyl)-3-methyl-6-(piperidin-3-ylthio)imidazo[1,2-b]pyridazin-8-amine